tri-methylheptatriacontane CC(CCCCCCCCCCCCCCCCCCCCCCCCCCCCCCCCCCCC)(C)C